1,8-diphenylanthracene C1(=CC=CC=C1)C1=CC=CC2=CC3=CC=CC(=C3C=C12)C1=CC=CC=C1